5-(benzyloxy)-3-(trans-4-(4,5-dimethyl-1H-imidazol-2-yl)cyclohexyl)pyrazolo[1,5-a]pyridine C(C1=CC=CC=C1)OC1=CC=2N(C=C1)N=CC2[C@@H]2CC[C@H](CC2)C=2NC(=C(N2)C)C